5-Chloro-2-methoxy-1,6-naphthyridine-3-carboxylate ClC1=C2C=C(C(=NC2=CC=N1)OC)C(=O)[O-]